ClC1=C(C(=CC=C1)C)C=1N=C(SC1C(=O)N)NC1=NC(=NC(=C1)N1CCN(CC1)CCO)C (2-chloro-6-methylphenyl)-2-[[6-[4-(2-hydroxyethyl)-1-piperazinyl]-2-methyl-4-pyrimidinyl]amino]-5-thiazolecarboxamide